CC1N(C(CNC1)C)C1=C(C(=C2C(N(C(C2=C1)=O)C1C(NC(CC1)=O)=O)=O)F)F 6-(2,6-dimethylpiperazin-1-yl)-2-(2,6-dioxopiperidin-3-yl)-4,5-difluoroisoindoline-1,3-dione